C(C)(C)(C)OC([C@H](CCCCNC(=O)NC1=CC(=CC=C1)C#C)NC(=O)N[C@@H](CCC(=O)OC(C)(C)C)C(=O)OC(C)(C)C)=O Di-tert-butyl (((S)-1-(tert-butoxy)-6-(3-(3-ethynylphenyl)ureido)-1-oxohexan-2-yl)carbamoyl)L-glutamate